8-methyl-6-(pyrrolidin-1-ylmethyl)-2-thieno[2,3-c]pyridin-5-yl-3H-quinazolin-4-one CC=1C=C(C=C2C(NC(=NC12)C=1C=C2C(=CN1)SC=C2)=O)CN2CCCC2